C(C1=CC=CC=C1)N1CC2(CN(C2CC)C=2C=NC(=NC2)C(F)(F)F)CC1 6-benzyl-1-ethyl-2-(2-(trifluoromethyl)pyrimidin-5-yl)-2,6-diazaspiro[3.4]octane